(14-tetradecyl)triethoxysilane CCCCCCCCCCCCCC[Si](OCC)(OCC)OCC